2-methoxy-3-(quinuclidin-4-yl)propionic acid COC(C(=O)O)CC12CCN(CC1)CC2